COC([C@@H](C1=CC=CC=C1)N=C=O)=O (R)-2-isocyanato-2-phenyl-acetic acid methyl ester